NC1=C(C(=O)NCC2=C(C=CC=C2)OCC2CC2)C=C(C=N1)C1=CC=2N(C=C1)N=C(N2)N 2-amino-5-(2-amino-[1,2,4]triazolo[1,5-a]pyridin-7-yl)-N-(2-(cyclopropylmethoxy)benzyl)nicotinamide